NCC=1C(=NC=C(C1)F)OC1CC(C1)NC(OC(C)(C)C)=O Tert-butyl ((1s,3s)-3-((3-(aminomethyl)-5-fluoropyridin-2-yl)oxy)cyclobutanyl)carbamate